ClCC(=O)N1CCCC2=CC(=CC=C12)OCC(=O)OC(C)(C)C tert-butyl 2-[[1-(2-chloroacetyl)-3,4-dihydro-2H-quinolin-6-yl]oxy]acetate